4-(2,2,3,3,4,4,5,5,5-nonafluoropentyl)-2-(2,2,2-trifluoroethoxy)-1,3-dioxolane FC(CC1OC(OC1)OCC(F)(F)F)(C(C(C(F)(F)F)(F)F)(F)F)F